N-(3-(1H-pyrazol-3-yl)benzyl)-2-ethynyl-thiazole-4-carboxamide N1N=C(C=C1)C=1C=C(CNC(=O)C=2N=C(SC2)C#C)C=CC1